tert-butyl (1R,3R,5S)-3-(2-methyl-3-oxo-3,4-dihydro-2H-benzo[b][1,4]oxazine-6-carboxamido)-8-azabicyclo[3.2.1]octane-8-carboxylate CC1C(NC2=C(O1)C=CC(=C2)C(=O)NC2C[C@H]1CC[C@@H](C2)N1C(=O)OC(C)(C)C)=O